3-mercapto-propylsulfonic acid-(3-sulfopropyl)ester S(=O)(=O)(O)CCCOS(=O)(=O)CCCS